C12(CC3CC(CC(C1)C3)C2)CNC(=O)NCC2=CN(C(=C2C)C2=CC=C(C=C2)Cl)C2=C(C=C(C=C2)Cl)Cl 1-((3r,5r,7r)-adamantan-1-ylmethyl)-3-((5-(4-chloro-phenyl)-1-(2,4-dichloro-phenyl)-4-methyl-1H-pyrrol-3-yl)methyl)urea